ethyl 2-(2-((5-(3-(aminomethyl)phenyl)-7-(isobutylamino)benzofuran-3-yl)methoxy)phenyl)acetate NCC=1C=C(C=CC1)C=1C=C(C2=C(C(=CO2)COC2=C(C=CC=C2)CC(=O)OCC)C1)NCC(C)C